N[C@@H](CCC(=O)[O-])C(=O)[O-].[Zn+2].[Cu+2].BrCC1=CC=C(C=C1)OCCOCC#C.N[C@@H](CCC(=O)[O-])C(=O)[O-] 1-(bromomethyl)-4-(2-(prop-2-yn-1-yloxy)ethoxy)benzene copper-zinc glutamate